ClC1=CC=C(O[C@H](C(=O)NOCC=2N=C(NC2)C)C)C=C1 (2S)-2-(4-chlorophenoxy)-N-[(2-methyl-1H-imidazol-4-yl)methoxy]propanamide